N[C@H]1CN(CCC1)C(=O)C1=NN(C(=C1)C1=CC(=C(C#N)C=C1)F)C1=C(C=C(C=C1)N1CCCC1)F (R)-4-(3-(3-Aminopiperidin-1-carbonyl)-1-(2-fluoro-4-(pyrrolidin-1-yl)phenyl)-1H-pyrazol-5-yl)-2-fluorobenzonitril